Indolelactate C1=CC=C2C(=C1)C(=CN2)CC(C(=O)O)O